1-(2-(6-Chloro-1-(3,4-dichlorophenyl)-9H-carbazol-2-ylamino)ethyl)guanidine ClC=1C=C2C=3C=CC(=C(C3NC2=CC1)C1=CC(=C(C=C1)Cl)Cl)NCCNC(=N)N